N-(4-amino-3-(dimethyl-phosphoryl)phenyl)-2,2-difluoro-N-methylacetamide NC1=C(C=C(C=C1)N(C(C(F)F)=O)C)P(=O)(C)C